ethyl 2-(4-{1-[acetyl (cyclopropyl) amino] ethyl} piperidin-1-yl)-6-azaspiro[3.4]octane-6-carboxylate C(C)(=O)N(C(C)C1CCN(CC1)C1CC2(C1)CN(CC2)C(=O)OCC)C2CC2